C12(CC3CC(CC(C1)C3)C2)NC2=C(C=C(C(=O)OC(C)(C)C)C=C2)[N+](=O)[O-] tert-butyl 4-(1-adamantylamino)-3-nitrobenzoate